1-(benzenesulfonyl)-5-bromo-7-fluoro-indole C1(=CC=CC=C1)S(=O)(=O)N1C=CC2=CC(=CC(=C12)F)Br